4-(2-fluoro-4-(2-methyl-5-(1-methyl-1H-pyrazol-4-yl)-3H-imidazo[4,5-b]pyridin-3-yl)phenyl)morpholine FC1=C(C=CC(=C1)N1C(=NC=2C1=NC(=CC2)C=2C=NN(C2)C)C)N2CCOCC2